FC1=C(C=C(C=C1C)C1=C(C=C(C=C1C)C)C)[C@H](CC(=O)OCC)NC(C(CC(C)C)N1C(C=C(C(=C1)CCN1CC(C1)C)C(F)(F)F)=O)=O (3S)-ethyl 3-(4-fluoro-2',4',5,6'-tetramethylbiphenyl-3-yl)-3-(4-methyl-2-(5-(2-(3-methylazetidin-1-yl)ethyl)-2-oxo-4-(trifluoromethyl)pyridin-1(2H)-yl)pentanamido)propanoate